1-(2-bromothiophen-3-yl)-2-nitroethanol BrC=1SC=CC1C(C[N+](=O)[O-])O